O1-tert-butyl O2-methyl (2S,4S)-4-[[6-[2-[3-[benzyloxycarbonyl(methyl)amino]propylamino]-3-(trifluoromethyl)phenyl]-2-pyridyl]-tert-butoxycarbonyl-amino]pyrrolidine-1,2-dicarboxylate C(C1=CC=CC=C1)OC(=O)N(CCCNC1=C(C=CC=C1C(F)(F)F)C1=CC=CC(=N1)N([C@H]1C[C@H](N(C1)C(=O)OC(C)(C)C)C(=O)OC)C(=O)OC(C)(C)C)C